(R)-N-(2-(4-Cyanothiazolidin-3-yl)-2-oxoethyl)-6-(1-azaspiro[3.3]heptan-1-yl)quinoline-4-carboxamide C(#N)[C@H]1N(CSC1)C(CNC(=O)C1=CC=NC2=CC=C(C=C12)N1CCC12CCC2)=O